O=C1N(C[C@H]2N1CCNC2)C21CC(C2)(C1)C(=O)O (S)-3-(3-oxohexahydroimidazo[1,5-a]pyrazin-2(3H)-yl)bicyclo[1.1.1]pentan-1-carboxylic acid